4-acetamido-2-methoxy-benzoic acid methyl ester COC(C1=C(C=C(C=C1)NC(C)=O)OC)=O